1-((1S,4aS,4bR,6aR,8R,10aS,10bS,12aS)-8-hydroxy-8,10a,12a-trimethyloctadecahydrochrysen-1-yl)-2-(5-methyl-1H-tetrazol-1-yl)ethan-1-one O[C@]1(C[C@H]2CC[C@H]3[C@@H]4CCC[C@@H]([C@]4(CC[C@@H]3[C@]2(CC1)C)C)C(CN1N=NN=C1C)=O)C